COC1=C(C=CC=C1)C1=NC(=NS1)C1=CC2=C(N(N=N2)C(C)C)C=C1 5-[5-(2-methoxyphenyl)-1,2,4-thiadiazol-3-yl]-1-(propan-2-yl)-1H-1,2,3-benzotriazole